ClC1=C(C=C(C=C1)C(F)(F)F)C1=CN=C(N1)C1=CC=C(C(=O)O)C=C1 4-(5-(2-chloro-5-(trifluoromethyl)phenyl)-1H-imidazol-2-yl)benzoic acid